2,3-dihydropyrazolo(5,1-b)oxazole O1C=2N(CC1)N=CC2